tert-butyl 4-{3-[(6-chloropyrimidin-4-yl)carbamoyl]cyclobutyl}-2,6-dimethylpiperazine-1-carboxylate ClC1=CC(=NC=N1)NC(=O)C1CC(C1)N1CC(N(C(C1)C)C(=O)OC(C)(C)C)C